N(=[N+]=[N-])CCOCCN1N=C(C2=C1C(N(CC2)CC2(CC2)S(=O)(=O)C(C(=O)OC2=C(C(=C(C(=C2F)F)F)F)F)(C)C)=O)C(NCC2=CC=C(C=C2)C#N)=O perfluorophenyl 2-((1-((1-(2-(2-azidoethoxy)ethyl)-3-((4-cyanobenzyl)carbamoyl)-7-oxo-1,4,5,7-tetrahydro-6H-pyrazolo[3,4-c]pyridin-6-yl)methyl)cyclopropyl)sulfonyl)-2-methylpropanoate